C(C)OC(=O)N1CC2(C1)CC(CC2)N2CCN(CC2)C2=NC=CC=C2C2CC2 6-[4-(3-cyclopropylpyridin-2-yl)piperazin-1-yl]-2-azaspiro[3.4]octane-2-carboxylic acid ethyl ester